5-(4-amino-5-(trifluoromethyl)pyrrolo[2,1-f][1,2,4]triazin-7-yl)-N-((3R,4S)-4-fluoro-1-(2-hydroxy-3,3-dimethylbutyl)pyrrolidin-3-yl)-2-methoxynicotinamide NC1=NC=NN2C1=C(C=C2C=2C=NC(=C(C(=O)N[C@@H]1CN(C[C@@H]1F)CC(C(C)(C)C)O)C2)OC)C(F)(F)F